(S)-6-(((1-(1-(tert-butyl)piperidin-4-yl)-1H-1,2,3-triazol-4-yl)(isoindolin-4-yl)methyl)amino)-8-chloro-4-((3-chloro-4-fluorophenyl)amino)quinoline-3-carbonitrile C(C)(C)(C)N1CCC(CC1)N1N=NC(=C1)[C@H](C1=C2CNCC2=CC=C1)NC=1C=C2C(=C(C=NC2=C(C1)Cl)C#N)NC1=CC(=C(C=C1)F)Cl